3-(3,4-Dihydro-2H-1,5-benzodioxepin-7-yl)-1-(2-hydroxyphenyl)prop-2-en O1CCCOC2=C1C=CC(=C2)C=CCC2=C(C=CC=C2)O